P1(=O)(OC2=C(C3=CC=CC=C3C=C2)C2=C(C=CC3=CC=CC=C23)O1)O 1,1'-binaphthyl-2,2'-diyl hydrogen phosphate